N-({4-[5-(pyrrolidin-1-yl)pyridine-3-sulfonyl]phenyl}methyl)-1,3-benzothiazole-6-carboxamide N1(CCCC1)C=1C=C(C=NC1)S(=O)(=O)C1=CC=C(C=C1)CNC(=O)C1=CC2=C(N=CS2)C=C1